methyl 2,2-bis(methylthio)cyclobutane-1-carboxylate CSC1(C(CC1)C(=O)OC)SC